COC1=CC=C(C=C1)C1=CC2=C(C=3CC=COC13)C=CC=C2 5-(4-methoxyphenyl)-1H-benzo[f]chromene